C(C=C)N1N(C2=NC(=NC=C2C1=O)NC1=CC=C(C=C1)N1CCN(CC1)C)C1=CC=C2C(=N1)[C@@](CC2)(O)C(F)F |r| racemic-2-allyl-1-(7-(difluoromethyl)-7-hydroxy-6,7-dihydro-5H-cyclopenta[b]pyridin-2-yl)-6-((4-(4-methylpiperazin-1-yl)phenyl)amino)-1,2-dihydro-3H-pyrazolo[3,4-d]pyrimidin-3-one